C(C)(=O)C1=C(C2=C(N=C(N=C2)NC2=CC=C(C=N2)N2CCC(CC2)N2CCN(CC2)CC=2C=C(C=CC2)NC2C(NC(CC2)=O)=O)N(C1=O)C1CCCC1)C 3-((3-((4-(1-(6-((6-acetyl-8-cyclopentyl-5-methyl-7-oxo-7,8-dihydropyrido[2,3-d]pyrimidin-2-yl)amino)pyridin-3-yl)piperidin-4-yl)piperazin-1-yl)methyl)phenyl)amino)piperidine-2,6-dione